4-[6-chloro-4-(3,3-difluoroazetidin-1-yl)pyridin-2-yl]morpholine ClC1=CC(=CC(=N1)N1CCOCC1)N1CC(C1)(F)F